C[C@@H]1NCCN(C1)C1COC1 (2S)-2-methyl-4-(oxetan-3-yl)piperazin